OC(CC(CC(CC(CC(CCCC(OCCC)OC(CCCC(CC(CC(CC(CC(C)O)C)C)C)C)OCCC)C)C)C)C)C 12-hydroxy-4,6,8,10-tetramethyltridecylpropoxymethyl ether